N,3-Bis(4-cyano-3-(trifluoromethyl)phenyl)-2-(trifluoromethyl)oxazolidin-5-carboxamid C(#N)C1=C(C=C(C=C1)NC(=O)C1CN(C(O1)C(F)(F)F)C1=CC(=C(C=C1)C#N)C(F)(F)F)C(F)(F)F